COC(=O)C1=CC=C2C(=CNC2=C1)CC(C)N 3-(2-aminopropyl)-1H-indole-6-carboxylic acid methyl ester